NC=1C=C(OCCC[Si](OC)(OC)OC)C=CC1 3-(m-aminophenoxy)-propyltrimethoxysilane